Cl.CN(CCCC(=O)OC(CCCC(=O)OC(COC(CCCCCCCC)=O)COC(CCCCCCCC)=O)CCCC(=O)OC(COC(CCCCCCCC)=O)COC(CCCCCCCC)=O)C bis(1,3-bis(Nonanoyloxy)propan-2-yl) 5-((4-(dimethylamino)butanoyl)oxy)nonanedioate HCl Salt